ethyl 2-(2-((5-bromo-7-nitrobenzofuran-2-yl)methoxy)phenyl)acetate BrC=1C=C(C2=C(C=C(O2)COC2=C(C=CC=C2)CC(=O)OCC)C1)[N+](=O)[O-]